4-bromo-2,3-dimethyl-benzenesulfonamide BrC1=C(C(=C(C=C1)S(=O)(=O)N)C)C